C1(CC1)C=1C=NN2C1N=C(C=C2NCC2=CC=C(C=C2)C=2SC=CN2)NC[C@@H]2[C@H](CNCC2)O (3R,4R)-4-(((3-cyclopropyl-7-((4-(thiazol-2-yl)benzyl)amino)pyrazolo[1,5-a]pyrimidin-5-yl)amino)methyl)piperidin-3-ol